ON(CC(=O)O)O N,N-dihydroxyglycine